CC1=NC=2CCC(CC2C(N1)=O)(C#N)N1CCC(CC1)OC(F)(F)F 2-methyl-4-oxo-6-(4-(trifluoromethoxy)piperidin-1-yl)-3,4,5,6,7,8-hexahydroquinazoline-6-carbonitrile